Tert-butyl ((4-(benzyloxy)phenyl)(imino)methyl)carbamate C(C1=CC=CC=C1)OC1=CC=C(C=C1)C(=N)NC(OC(C)(C)C)=O